C(C)(C)(C)OC(=O)N1[C@@H](CCC1)C(=O)N[C@@H]1C[C@@](N(C1)C(=O)OC(C)(C)C)(C(=O)OCC1=CC=CC=C1)CCCCB1OC(C(O1)(C)C)(C)C (2R,4R)-2-Benzyl 1-Tert-Butyl 4-((S)-1-(Tert-Butoxycarbonyl)Pyrrolidine-2-Carboxamido)-2-(4-(4,4,5,5-Tetramethyl-1,3,2-Dioxaborolan-2-yl)Butyl)Pyrrolidine-1,2-Dicarboxylate